ClC=1C=C(C=CC1F)C(=O)C1CCC2(CC2(F)F)CC1 (3-chloro-4-fluorophenyl)(1,1-difluorospiro[2.5]octan-6-yl)methanone